((3S,5S,6R)-6-Methyl-2-oxo-5-phenyl-1-(2,2,2-trifluoroethyl)piperidin-3-yl)carbamic acid tert-butyl ester C(C)(C)(C)OC(N[C@@H]1C(N([C@@H]([C@@H](C1)C1=CC=CC=C1)C)CC(F)(F)F)=O)=O